(+-)-3,3-difluoro-4-(2-hydroxyethyl)piperidine-1-carboxylic acid tert-butyl ester C(C)(C)(C)OC(=O)N1CC([C@H](CC1)CCO)(F)F |r|